N'-[7-(8-chloro-1-naphthyl)-2-[[(2S)-1-methylpyrrolidin-2-yl]methoxy]-6,8-dihydro-5H-pyrido[3,4-d]pyrimidin-4-yl]-N'-ethyl-ethane-1,2-diamine ClC=1C=CC=C2C=CC=C(C12)N1CC=2N=C(N=C(C2CC1)N(CCN)CC)OC[C@H]1N(CCC1)C